BrC=1C=CC(=NC1)C1=NOC(=N1)C(=O)Cl 3-(5-bromopyridin-2-yl)-1,2,4-oxadiazole-5-carbonyl chloride